[Si](C)(C)(C(C)(C)C)OCCC1=CC2=C(N(C(N2C)=O)C2C(NC(CC2)=O)=O)C=C1 3-(5-[2-[(tert-butyldimethylsilyl)oxy]ethyl]-3-methyl-2-oxo-2,3-dihydro-1H-1,3-benzodiazol-1-yl)piperidine-2,6-dione